3-((6-(1-Methyl-1H-pyrazol-5-yl)-1-oxoisoquinolin-2(1H)-yl)methyl)-N-(5-methyl-4,5,6,7-tetrahydrothiazolo[4,5-c]pyridin-2-yl)benzamide CN1N=CC=C1C=1C=C2C=CN(C(C2=CC1)=O)CC=1C=C(C(=O)NC=2SC3=C(CN(CC3)C)N2)C=CC1